N-(3-(1H-imidazol-1-yl)-8-sulfamoylisoquinolin-6-yl)-2-(2-chlorophenyl)acetamide N1(C=NC=C1)C=1N=CC2=C(C=C(C=C2C1)NC(CC1=C(C=CC=C1)Cl)=O)S(N)(=O)=O